C(CCC)OC(CCC(C)(OOC(C)(C)C)OOC(C)(C)C)=O.C1=CCCOS1(=O)=O butenesulton n-Butyl-4,4-bis(t-butylperoxy)valerate